3-methyl-6,7-dihydro-4H-2-benzothiophen-5-one oxime CC=1SC=C2C1CC(CC2)=NO